FC1C(C1)C(=O)NC=1SC2=C(N1)C=CC(=C2)C2=C(C=CC(=C2)C=2NC=CC2)C 2-fluoro-N-(6-(2-methyl-5-(1H-pyrrol-2-yl)phenyl)benzo[d]thiazol-2-yl)cyclopropane-1-carboxamide